1-(4-(4-fluorophenyl)-3,4-dihydroquinoxalin-1(2H)-yl)-3-(4-methylpiperazin-1-yl)propan-1-one FC1=CC=C(C=C1)N1CCN(C2=CC=CC=C12)C(CCN1CCN(CC1)C)=O